N-(2-methoxy-5-(3-methoxyazetidin-1-yl)benzyl)-2-(9-(pyridin-2-yl)-6-oxaspiro[4.5]decan-9-yl)ethylamine COC1=C(CNCCC2(CCOC3(CCCC3)C2)C2=NC=CC=C2)C=C(C=C1)N1CC(C1)OC